4,4'-carbonyl-dibenzoic acid dichloride C(=O)(C1=CC=C(C(=O)Cl)C=C1)C1=CC=C(C(=O)Cl)C=C1